C(#N)[C@H]1[C@@H](CCC1)N1N=C(C(=C1)C(=O)N)NC=1C=C(C2=C(C=C(B(O2)O)C)C1)F 1-[trans-2-cyanocyclopentyl]-3-[(8-fluoro-2-hydroxy-3-methyl-1,2-benzoxaborinin-6-yl)amino]pyrazole-4-carboxamide